(S)-4-(5-((5-methoxy-7-methyl-1H-indol-4-yl)methyl)-5-azaspiro[2.5]octan-4-yl)benzoic acid COC=1C(=C2C=CNC2=C(C1)C)CN1[C@@H](C2(CC2)CCC1)C1=CC=C(C(=O)O)C=C1